C1(=CC=CC=C1)N1N=NC(=C1)C(=O)N 1-phenyl-1H-1,2,3-triazole-4-carboxamide